(5R)-5-[4-[(R)-amino(4,5-dichloro-2-hydroxyphenyl)methyl]piperidine-1-carbonyl]pyrrolidin-2-one N[C@H](C1CCN(CC1)C(=O)[C@H]1CCC(N1)=O)C1=C(C=C(C(=C1)Cl)Cl)O